(E)-2-cyano-3-(3-fluoro-4-methylphenyl)acrylic acid C(#N)/C(/C(=O)O)=C\C1=CC(=C(C=C1)C)F